bis[2-hydroxy-3-(2-hydroxy-5-methylbenzyl)-4-methylphenyl]methane OC1=C(C=CC(=C1CC1=C(C=CC(=C1)C)O)C)CC1=C(C(=C(C=C1)C)CC1=C(C=CC(=C1)C)O)O